C(=CCCCCCC)S(=O)(=O)OF Perfluoro Octenyl-Sulphonate